ClC=1C(=CC(=C(C1)C1=C(C=C2C(=NC(N3C2=C1SC[C@H](C3)OC)=O)N3[C@H]1[C@@H](NCC3)COC1)C(F)(F)F)F)F (3S)-11-(5-chloro-2,4-difluorophenyl)-8-((4aR,7aS)-hexahydrofuro[3,4-b]pyrazin-1(2H)-yl)-3-methoxy-10-(trifluoromethyl)-3,4-dihydro-2H,6H-[1,4]thiazepino[2,3,4-ij]quinazolin-6-one